[Cl-].FC(C=CN1[C-]=[NH+]C=C1)(C(C(C(C(C(F)(F)F)(F)F)(F)F)(F)F)(F)F)F (3,3,4,4,5,5,6,6,7,7,8,8,8-tridecafluorooct-1-en-1-yl)-1H-imidazol-3-ium-2-ide, chloride salt